3-Amino-5-((4-fluorophenyl)sulfonyl)picolinic acid NC=1C(=NC=C(C1)S(=O)(=O)C1=CC=C(C=C1)F)C(=O)O